FC(C1=C(C=CC(=C1)F)C=1C=C(C(=O)OC)C(=CN1)F)F methyl 2-(2-(difluoromethyl)-4-fluorophenyl)-5-fluoroisonicotinate